C1(=CC=C(C=C1)CN1C=CC2=C(C=CC(=C12)C(=O)NC1CC2(CC(C2)[2H])C1)F)C1=CC=CC=C1 6-(1-([1,1'-Biphenyl]-4-ylmethyl)-4-fluoro-1H-indol-7-carboxamido)-2-deuterospiro[3.3]-heptan